FC(OC=1C=CC(=NC1)C1=CC=C(CNC(CC)=O)C=C1)(F)F N-(4-(5-(trifluoromethoxy)pyridin-2-yl)benzyl)propanamide